Benzyl 2,4-di-O-benzyl-3-O-p-methoxybenzyl-6-O-2-[2-(2-azidoethoxy)ethoxy]ethyl-β-D-glucopyranosyl-(1→4)-2-acetamido-3,6-di-O-benzyl-2-deoxy-β-D-glucopyranoside C(C1=CC=CC=C1)O[C@H]1[C@@H](O[C@@H]([C@H]([C@@H]1OCC1=CC=C(C=C1)OC)OCC1=CC=CC=C1)COCCOCCOCCN=[N+]=[N-])O[C@H]1[C@@H]([C@H]([C@H](OCC2=CC=CC=C2)O[C@@H]1COCC1=CC=CC=C1)NC(C)=O)OCC1=CC=CC=C1